NC1=C2CC3=CC=CC4=C3C(=NS4)C2=CC=C1 7-amino-6H-anthra[9,1-cd]isothiazolin